3-trifluoromethyl-benzyl azide FC(C=1C=C(CN=[N+]=[N-])C=CC1)(F)F